methyl-amino-2-[[(4-methoxy-3,4-dimethoxy-2-pyridinyl)methyl]thio]benzimidazole CC1=C(C2=C(N=C(N2)SCC2=NC=CC(C2OC)(OC)OC)C=C1)N